1,3,5-tri(4-carboxyphenyl)benzene C(=O)(O)C1=CC=C(C=C1)C1=CC(=CC(=C1)C1=CC=C(C=C1)C(=O)O)C1=CC=C(C=C1)C(=O)O